F[C@@H]1CN(CC1)C(=O)N1C[C@@H]([C@@H](CC1)C)N(C1=C2C(=NC=C1C(=O)OC(C)C)NC=C2)C isopropyl 4-(((3R,4R)-1-((S)-3-fluoropyrrolidine-1-carbonyl)-4-methylpiperidin-3-yl)(methyl)amino)-1H-pyrrolo[2,3-b]pyridine-5-carboxylate